FC1CNCCC1N1CCC(CC1)C(=O)O 3'-fluoro-[1,4'-bipiperidine]-4-carboxylic acid